2-(1-((4-fluorophenyl)sulfonyl)-6-iodo-1,2,3,4-tetrahydronaphthalen-2-yl)oxirane FC1=CC=C(C=C1)S(=O)(=O)C1C(CCC2=CC(=CC=C12)I)C1OC1